C(C1=CC=CC=C1)N1CCN(C12COC2)C(=O)C=2C=C(C=CC2)/C=C/C(=O)C2=CC=CC=C2 (E)-3-(3-(8-benzyl-2-oxa-5,8-diazaspiro[3.4]octane-5-carbonyl)phenyl)-1-phenylprop-2-en-1-one